BrC1=CC2=C(N=C(N=C(C2=C(C)C)C2=CC=CC=C2)C2=CC=CC=C2)C=C1 7-Bromo-2,4-diphenyl-5-(propan-2-ylidene)-5H-benzo[d][1,3]diazepine